2-(diethoxymethyl)-1H-indole-6-carbonitrile C(C)OC(C=1NC2=CC(=CC=C2C1)C#N)OCC